OC1=C2CCC(C2=CC=C1)=O 4-hydroxy-2,3-dihydro-1H-indene-1-one